C(C1=CC=CC=C1)(=O)OC1=CC=CC=CC2=C(C3=C(OCCC3=C)C=C2)C=C1 methylenecyclodeca[3,4]benzo[1,2-b]oxane-12-yl benzoate